BrC=1N=C(C=2N(C1)C=C(N2)C(=O)O)OC2C(N(CC2)C)=O 6-bromo-8-((1-methyl-2-oxopyrrolidin-3-yl)oxy)imidazo[1,2-a]pyrazine-2-carboxylic acid